ClC1=CC=C(C=C1)C1=NN(C[C@@H]1C1=CC=CC=C1)\C(\N1C[C@@H](CC1)S(=O)(=O)N)=N/S(=O)(=O)C1=CC=C(C=C1)Cl (R)-1-((Z)-((S)-3-(4-chlorophenyl)-4-phenyl-4,5-dihydro-1H-pyrazol-1-yl)(((4-chlorophenyl)sulfonyl)imino)methyl)pyrrolidine-3-sulfonamide